FC1=C(C=CC(=C1F)OC)C1=CN=C2N1C=CN=C2NC2=CC(=C(C(=O)N[C@@H](C(=O)NCCNC)C)C=C2)CC 4-[[3-(2,3-difluoro-4-methoxyphenyl)imidazo[1,2-a]pyrazin-8-yl]amino]-2-ethyl-N-[(1R)-1-methyl-2-[2-(methylamino)ethylamino]-2-oxo-ethyl]benzamide